2-(trifluoromethoxy)isonicotinic acid FC(OC=1C=C(C(=O)O)C=CN1)(F)F